FC=1C(=C(C=C(C1)F)C1C2=C(NC(=C1C(=O)OC)C)COC2=O)C(C)F methyl 4-(3,5-difluoro-2-(1-fluoroethyl)phenyl)-2-methyl-5-oxo-1,4,5,7-tetrahydrofuro[3,4-b]pyridine-3-carboxylate